1,2-dimethylbenzene-1,2-diol CC1(C(C=CC=C1)(O)C)O